7-bromo-6-chloro-8-fluoro-2-((hexahydro-1H-pyrrolizin-7a-yl)methoxy)-4-(2,2,2-trifluoroethoxy)quinazoline BrC1=C(C=C2C(=NC(=NC2=C1F)OCC12CCCN2CCC1)OCC(F)(F)F)Cl